C(CC)(=O)NC=1C=C2C(=CNC2=CC1)C1CCN(CC1)CC(C)(C)C 5-(propanoyl)amino-3-(1-neopentylpiperidin-4-yl)-1H-indole